(R)-Methyl piperidine-2-carboxylate N1[C@H](CCCC1)C(=O)OC